7-((dimethylamino)methyl)-2,3-dimethyl-6,7,8,9-tetrahydro-1H-benzo[7]annulene-1,4(5H)-dione CN(C)CC1CCC2=C(CC1)C(C(=C(C2=O)C)C)=O